O=C1NC(CCC1C1=CC(=C(C=C1)N1CCC(CC1)CC(=O)OC(C)(C)C)F)=O tert-butyl 2-[1-[4-(2,6-dioxo-3-piperidyl)-2-fluoro-phenyl]-4-piperidyl]acetate